N,N-dipentyl-2-benzothiazolyl-sulfenamide C(CCCC)N(SC=1SC2=C(N1)C=CC=C2)CCCCC